C(CC)(=O)C1[C@H]2CN(C[C@@H]12)C(=O)OC(C)(C)C tert-Butyl (1R,5S,6r)-6-propanoyl-3-azabicyclo[3.1.0]hexane-3-carboxylate